3-nitro-8-cyano-7-(1H-tetrazol-5-yl)pyrazolo[5,1-c][1,2,4]triazin [N+](=O)([O-])C1=CN2C(N=N1)=C(C(=N2)C2=NN=NN2)C#N